CN1CCC(CC1)C(=O)NC1=CC=C2C(=N1)NC=C2C=2C=C1C(=NC=NC1=CC2)NC2CCN(CC2)C 1-methyl-N-(3-(4-((1-methylpiperidin-4-yl)amino)quinazolin-6-yl)-1H-pyrrolo[2,3-b]pyridin-6-yl)piperidine-4-carboxamide